C(#N)C1=CC(=C(COC2=CC=CC(=N2)C2=C(C(=C(CC3=NC4=C(N3CCOC)C=C(C=C4)C(=O)OC(C)(C)C)C=C2F)F)F)C=C1)F Tert-butyl 2-(4-(6-((4-cyano-2-fluorobenzyl) oxy) pyridin-2-yl)-2,3,5-trifluorobenzyl)-1-(2-methoxyethyl)-1H-benzo[d]imidazole-6-carboxylate